5-(trifluoromethyl)-3-(8-(trifluoromethyl)quinolin-5-yl)-3-azabicyclo[3.1.0]hexane-1-carboxylic acid methyl ester COC(=O)C12CN(CC2(C1)C(F)(F)F)C1=C2C=CC=NC2=C(C=C1)C(F)(F)F